(S)-5-phenoxymethyl-2-oxazolidinone O(C1=CC=CC=C1)C[C@@H]1CNC(O1)=O